5-[3-({(1S)-1-[(1r,4S)-4-aminocyclohexyl]propyl}amino)-5-fluoro-4-(trifluoromethyl)phenyl]-1,3,4-oxadiazol-2(3H)-one NC1CCC(CC1)[C@H](CC)NC=1C=C(C=C(C1C(F)(F)F)F)C1=NNC(O1)=O